C1(CCC1)NC1=CC(=NC=C1)C(=O)NC[C@@H](O)C1N=CC2=CC(=CC=C2C1)OCOC 3-((R)-2-(4-(cyclobutylamino)picolinamido)-1-hydroxyethyl)-7-(methoxymethoxy)-3,4-dihydroisoquinoline